FC=1C=C(C=C(C1)C=1C=NSC1)CN (3-Fluoro-5-(isothiazol-4-yl)phenyl)methanamine